2-(1-(((3R,5R)-5-fluoro-1-methylpiperidin-3-yl)amino)-7,8-dihydro-5H-pyrano[3,4-d]pyridazin-4-yl)-5-methylphenol F[C@@H]1C[C@H](CN(C1)C)NC1=C2C(=C(N=N1)C1=C(C=C(C=C1)C)O)COCC2